C(C)C=1N=NOC1 ethyl-oxadiazol